tert-butyl 2-(2-(pyridin-3-yl)-6-((4-(trifluoromethoxy) pyridin-2-yl) amino) pyrimidin-4-yl)-2,7-diazaspiro[3.5]nonane-7-carboxylate N1=CC(=CC=C1)C1=NC(=CC(=N1)N1CC2(C1)CCN(CC2)C(=O)OC(C)(C)C)NC2=NC=CC(=C2)OC(F)(F)F